FC(OC1=C2C=CC=NC2=C(C=C1)S(=O)(=O)NC1=C(C=CC=C1)C#CC=1C=CC=NC1)(F)F 5-[2-(5-Trifluoromethoxy-chinolin-8-sulfonylamino)-phenylethynyl]-pyridin